FC1=C(C=C(C=C1)OC1=NC=C(C=C1)C(F)(F)F)NC(=O)C1N(C(OC1)=O)C N-(2-Fluoro-5-((5-(trifluoromethyl)pyridin-2-yl)oxy)phenyl)-3-methyl-2-oxooxazolidine-4-carboxamide